Methyl 2-((3,5-dichloro-4-((7-(3-fluoro-5-methoxybenzoyl)-2,3-dihydro-1H-inden-4-yl) oxy) phenyl) amino)-2-oxoacetate ClC=1C=C(C=C(C1OC1=C2CCCC2=C(C=C1)C(C1=CC(=CC(=C1)OC)F)=O)Cl)NC(C(=O)OC)=O